CO[Si]1(N(CCC1)CCCC[Si](OC)(OC)OC)C 2-methoxy-2-methyl-1-(4-trimethoxysilylbutyl)-1-aza-2-silacyclopentane